3-(4-(4-(4-(((S)-4-(4-chlorophenyl)-3,6,9-trimethyl-6H-thieno[3,2-f][1,2,4]triazolo[4,3-a][1,4]diazepin-2-yl)ethynyl)-1H-pyrazol-1-yl)butoxy)-1-oxoisoindolin-2-yl)piperidine-2,6-dione ClC1=CC=C(C=C1)C1=N[C@H](C=2N(C3=C1C(=C(S3)C#CC=3C=NN(C3)CCCCOC3=C1CN(C(C1=CC=C3)=O)C3C(NC(CC3)=O)=O)C)C(=NN2)C)C